OCCCCCCCCOC1=CC=C(C(=O)C2=CC=C(C=C2)C(\C=C\C2=CC=CC=C2)=O)C=C1 (E)-1-[4-[4-(8-Hydroxyoctoxy)benzoyl]phenyl]-3-phenylprop-2-en-1-one